C(C(=O)N)(=O)O.S1N=NC=C1 thiadiazole oxamate